2-fluoro-6-methoxy-4-(1,4,5-trimethyl-6-oxo-1,6-dihydropyridin-3-yl)benzaldehyde FC1=C(C=O)C(=CC(=C1)C1=CN(C(C(=C1C)C)=O)C)OC